benzyl (2S,4S)-2-((difluoromethoxy)methyl)-4-((5-(trifluoromethoxy)pyridin-2-yl)oxy)pyrrolidin-1-carboxylate FC(OC[C@H]1N(C[C@H](C1)OC1=NC=C(C=C1)OC(F)(F)F)C(=O)OCC1=CC=CC=C1)F